ClC1=C(C=CC(=C1)Cl)C=1CCCC2=C(C1C1=CC=C(C=C1)CC1CN(C1)CCCF)C=C(C=C2)F 8-(2,4-Dichlorophenyl)-2-fluoro-9-(4-((1-(3-fluoropropyl)azetidin-3-yl)methyl)phenyl)-6,7-dihydro-5H-benzo[7]annulen